3-(4-cyano-4-phenylcyclohexyl)-3,7-diazabicyclo[4.2.0]octane-7-carboxylic acid ethyl ester C(C)OC(=O)N1C2CCN(CC2C1)C1CCC(CC1)(C1=CC=CC=C1)C#N